N1(CCCC2=CC=CC=C12)CCC(=O)NC1=CC=CC2=CC=CC=C12 3-(3,4-dihydroquinolin-1(2H)-yl)-N-(naphthalen-1-yl)propanamide